C1(CC1)NC(C1=C(C=C(C=C1OC)C1=CN=C2N1C=CC(=C2)OC[C@@H]2N(CCC2)CC(F)F)OC(F)F)=O N-cyclopropyl-4-[7-[[(2R)-1-(2,2-difluoroethyl)pyrrolidin-2-yl]methoxy]imidazo[1,2-a]pyridin-3-yl]-2-(difluoromethoxy)-6-methoxy-benzamide